(1-(2-ethoxyethyl)-1H-imidazo[4,5-b]pyrazin-6-yl)(3-(((2-(trifluoromethyl)pyridin-3-yl)oxy)methyl)piperidin-1-yl)methanone C(C)OCCN1C=NC=2C1=NC(=CN2)C(=O)N2CC(CCC2)COC=2C(=NC=CC2)C(F)(F)F